tert-Butyl 2-(trimethylsilyl)ethyl [(1S,2R,3S)-3-{benzyl[(benzyloxy)carbonyl]amino}cyclopentane-1,2-diyl]biscarbamate C(C1=CC=CC=C1)N([C@@H]1[C@@H]([C@H](CC1)NC(OC(C)(C)C)=O)NC(OCC[Si](C)(C)C)=O)C(=O)OCC1=CC=CC=C1